O1C[C@H](CC1)NC=1C=C(C=C2CCN(CC12)C(=O)OC(C)(C)C)OS(=O)(=O)C(F)(F)F tert-Butyl (S)-8-((tetrahydrofuran-3-yl) amino)-6-(((trifluoromethyl) sulfonyl) oxy)-3,4-dihydroisoquinoline-2(1H)-carboxylate